(2S,4r)-1-[(2S)-2-[4-[4-(dimethylamino)phenyl]triazol-1-yl]-3,3-dimethyl-butyryl]-4-hydroxy-N-methyl-pyrrolidine-2-carboxamide CN(C1=CC=C(C=C1)C=1N=NN(C1)[C@H](C(=O)N1[C@@H](C[C@H](C1)O)C(=O)NC)C(C)(C)C)C